2-methylbenzo[d]oxazol-5-ol CC=1OC2=C(N1)C=C(C=C2)O